ethyl (6-hydroxy-5'-methyl-4-pentyl-2'-(prop-1-en-2-yl)-[1,1'-biphenyl]-2-yl) benzylphosphonate C(C1=CC=CC=C1)P(OCC)(OC1=C(C(=CC(=C1)CCCCC)O)C1=C(C=CC(=C1)C)C(=C)C)=O